N-(4-chlorophenyl)-N-methyl-2-(p-tolyl)oxazole-5-carboxamide ClC1=CC=C(C=C1)N(C(=O)C1=CN=C(O1)C1=CC=C(C=C1)C)C